NCCOC1=C(C=C(C=C1)S(=O)(=O)CC)C1=CN(C(C2=CC=C(C=C12)C=1C=NN(C1)C)=O)C 4-[2-(2-aminoethoxy)-5-ethyl-sulfonylphenyl]-2-methyl-6-(1-methylpyrazol-4-yl)isoquinolin-1-one